CC1=C2CCN(C(C2=CC(=C1)C)C1=CC=CC=C1)C(CCC(=O)NCCCC1=CC=CC=C1)=O 4-(5,7-Dimethyl-1-phenyl-3,4-dihydro-1H-isoquinolin-2-yl)-4-oxo-N-(3-phenylpropyl)butyric acid amide